C12(CC3CC(CC(C1)C3)C2)NC(OCC2=NC=3C(=C1C(=NC3)N(C=C1)S(=O)(=O)C1=CC=CC=C1)N2C2CCC(CC2)CC#N)=O (1-((1r,4r)-4-(Cyanomethyl)cyclohexyl)-6-(phenylsulfonyl)-1,6-dihydroimidazo[4,5-d]pyrrolo[2,3-b]pyridin-2-yl)methyl (3S,5S,7S)-adamantan-1-ylcarbamate